1-(3-(pyrrolidin-1-yl)acryloyl)indolizine-3-carbonitrile N1(CCCC1)C=CC(=O)C=1C=C(N2C=CC=CC12)C#N